2,2'-Thiodiethyl bis[3-(3,5-di-tert-butyl-4-hydroxyphenyl) propionate] C(C)(C)(C)C=1C=C(C=C(C1O)C(C)(C)C)CCC(=O)OCCSCCOC(CCC1=CC(=C(C(=C1)C(C)(C)C)O)C(C)(C)C)=O